1-(6-methoxy-4-((5-methyl-1H-pyrazol-3-yl)amino)-7-(3-(pyrrolidin-1-yl)propoxy)quinazolin-2-yl)-3-methylurea COC=1C=C2C(=NC(=NC2=CC1OCCCN1CCCC1)NC(=O)NC)NC1=NNC(=C1)C